2-[(2R)-2-amino-3-(methanesulfonyl)propyl]-5-chloro-N-[(furan-2-yl)methyl]-3-methylthieno[3,2-b]pyridin-7-amine dihydrochloride Cl.Cl.N[C@H](CC1=C(C2=NC(=CC(=C2S1)NCC=1OC=CC1)Cl)C)CS(=O)(=O)C